N-{2-[2-(3-fluorophenylmethyloxy)-4-(7-methyl-9H-carbazol-3-ylmethoxy)benzylamino]ethyl}acetamide bis(sulfosuccinimidyl)suberate S(=O)(=O)(O)C1C(=O)N(C(C1)=O)C(C(=O)O)(CCCCCC(=O)O)N1C(C(CC1=O)S(=O)(=O)O)=O.FC=1C=C(C=CC1)COC1=C(CNCCNC(C)=O)C=CC(=C1)OCC=1C=CC=2NC3=CC(=CC=C3C2C1)C